Tert-butyl 2-(7-methoxy-5-methoxycarbonyl-1-methyl-benzimidazol-2-yl)-1,9-diazatricyclo[6.3.1.04,12]dodeca-2,4(12),5,7-tetraene-9-carboxylate COC1=CC(=CC2=C1N(C(=N2)C=2N1CCN(C3=CC=CC(C2)=C13)C(=O)OC(C)(C)C)C)C(=O)OC